1-(2-Chloropyrimidin-4-yl)-3,3-dimethyl-2,3-dihydro-1H-pyrrolo[3,2-b]pyridine ClC1=NC=CC(=N1)N1CC(C2=NC=CC=C21)(C)C